(1r,5s,6r)-N,N-diethyl-3-(2-(3-methyl-1,2,4-oxadiazol-5-yl)-2-azaspiro[3.3]hept-6-yl)-3-azabicyclo[3.1.0]hexane-6-carboxamide C(C)N(C(=O)C1[C@H]2CN(C[C@@H]12)C1CC2(CN(C2)C2=NC(=NO2)C)C1)CC